FC(CCOC(C=C)=O)(C(C(C(C(C(C(C(C(C(F)(F)F)(F)F)(F)F)(F)F)(F)F)(F)F)(F)F)(F)F)(F)F)F.C(C=C)(=O)OCC(C(C(C(C(C(F)F)(F)F)(F)F)(F)F)(F)F)(F)F 2,2,3,3,4,4,5,5,6,6,7,7-dodecafluoroheptyl acrylate 3,3,4,4,5,5,6,6,7,7,8,8,9,9,10,10,11,11,12,12,12-heneicosafluorododecyl-acrylate